FC=1C=C2C(N(C=NC2=CC1C1=NC=C(C=N1)OC)C[C@H]1C[C@H](CCC1)NC=1C=NNC(C1C(F)(F)F)=O)=O 6-fluoro-7-(5-methoxypyrimidin-2-yl)-3-[[(1R,3S)-3-[[6-oxo-5-(trifluoromethyl)-1H-pyridazin-4-yl]amino]cyclohexyl]methyl]quinazolin-4-one